sodium dodecyl-phosphate C(CCCCCCCCCCC)OP(=O)([O-])[O-].[Na+].[Na+]